C[NH+](CCCCCCCCCCCCCCCCCC)CCCCCCCCCCCCCCCCCC.B(OC1=C(C(=C(C(=C1F)F)F)F)F)([O-])[O-].C[NH+](CCCCCCCCCCCCCCCCCC)CCCCCCCCCCCCCCCCCC (pentafluorophenyl) borate, methyl-dioctadecyl-ammonium salt